5-(1-(2-bromoethyl)-1H-pyrazol-4-yl)-4-methyl-isobenzofuran-1(3H)-one BrCCN1N=CC(=C1)C=1C(=C2COC(C2=CC1)=O)C